4-[(1S)-1-[[1-[2-(3-Chlorophenoxy)ethyl-methyl-amino]cyclohexanecarbonyl]amino]ethyl]benzoic acid ClC=1C=C(OCCN(C2(CCCCC2)C(=O)N[C@@H](C)C2=CC=C(C(=O)O)C=C2)C)C=CC1